5-(tert-butyl) 2-methyl 3-chloro-7,8-dihydro-4H-pyrazolo[1,5-a][1,4]diazepine-2,5(6H)-dicarboxylate ClC=1C(=NN2C1CN(CCC2)C(=O)OC(C)(C)C)C(=O)OC